S(=O)(=O)(OCCCF)OCCC(F)(F)F (3-fluoropropyl) (3,3,3-trifluoropropyl) sulfate